1-(8-(5-Chloro-2-((1-ethyl-1H-pyrazol-4-yl)amino)-7H-pyrrolo[2,3-d]pyrimidin-4-yl)-3,8-diazabicyclo[4.2.0]oct-3-yl)prop-2-en-1-one ClC1=CNC=2N=C(N=C(C21)N2CC1CCN(CC21)C(C=C)=O)NC=2C=NN(C2)CC